N[C@@H](CCCNC(N)=N)C(=O)O Arginine